COC(CC1=CC(=NO1)C1CC2(CN(C2)C(=O)OC(C)(C)C)C1)=O tert-butyl 6-(5-(2-methoxy-2-oxoethyl) isoxazol-3-yl)-2-azaspiro[3.3]heptane-2-carboxylate